C(C)OC(=O)C1(CC(C2=CC(=CC=C2C1)C1=CC=CC=C1)CC(=O)O)C(=O)OCC 2-(3,3-bis(ethoxycarbonyl)-7-phenyl-1,2,3,4-tetrahydronaphthalen-1-yl)acetic acid